(3R,6S)-6-methyl-1-(2-phenylacetyl)piperidine-3-carboxylic acid methyl ester COC(=O)[C@H]1CN([C@H](CC1)C)C(CC1=CC=CC=C1)=O